tert-Butyl 3,10-dioxo-1-phenyl-2,7,14-trioxa-4,11-diazahexadecan-16-oate O=C(OCC1=CC=CC=C1)NCCOCCC(NCCOCC(=O)OC(C)(C)C)=O